tert-butyl [(5-bromo-1H-imidazol-2-yl)methyl]carbamate BrC1=CN=C(N1)CNC(OC(C)(C)C)=O